(2S,4R)-1-propen C=CC